N-((1,3,4-oxadiazol-2-yl)methyl)-2,6-dihydroxy-3'-methyl-4-pentyl-[1,1'-biphenyl]-3-carboxamide O1C(=NN=C1)CNC(=O)C=1C(=C(C(=CC1CCCCC)O)C1=CC(=CC=C1)C)O